4-((7-chloroisoquinolin-1-yl)amino)benzenesulfonyl chloride ClC1=CC=C2C=CN=C(C2=C1)NC1=CC=C(C=C1)S(=O)(=O)Cl